cymenesulfonic acid C=1(C(=CC(=CC1)C)S(=O)(=O)O)C(C)C